1-butyl-7-iodo-2-methoxy-1-(4-phenylbut-1-yn-1-yl)-1,2-dihydro-3H-imidazo[1,5-a]indol-3-one C(CCC)C1(N(C(N2C1=CC=1C=C(C=CC21)I)=O)OC)C#CCCC2=CC=CC=C2